C(CCC)C(C(=O)OCCCCN(CCCCOC(C(CCCCCC)CCCC)=O)CCN1CCN(CC1)CCO)CCCCCC ((2-(4-(2-hydroxyethyl)piperazin-1-yl)ethyl)azanediyl)bis(butane-4,1-diyl) bis(2-butyloctanoate)